ClCC(C(C=C)C)(O)C1=CC=C(C=C1)Cl 1-chloro-2-(4-chlorophenyl)-3-methyl-4-penten-2-ol